ON1[C@@H]2CC[C@H](N(C1=O)C2)C(NC(=O)C=2OC=CC2)=N N-(((2S,5R)-6-hydroxy-7-oxo-1,6-diazabicyclo[3.2.1]oct-2-yl)(imino)methyl)furan-2-carboxamide